C(C(=C)C)(=O)O.COC(CCCCCCCCCCCCCCCCC)=O.FCCOC1=CC=C2C=C(N=CC2=C1)N1C=C2C=CC=CC2=C1 7-(2-fluoroethoxy)-3-(2H-isoindol-2-yl)isoquinoline methyl-stearate methacrylate